[6-[(3-cyclopropylpyrazol-1-yl)methyl]-2-azaspiro[3.3]heptan-2-yl]-[6-(3-cyclopropyl-1,2,4-triazol-1-yl)-2-azaspiro[3.3]heptan-2-yl]methanone C1(CC1)C1=NN(C=C1)CC1CC2(CN(C2)C(=O)N2CC3(C2)CC(C3)N3N=C(N=C3)C3CC3)C1